2-((2-((3-Fluoro-4-formylphenyl)amino)-5-(trifluoromethyl)pyridin-4-yl)amino)-N-methylbenzamide FC=1C=C(C=CC1C=O)NC1=NC=C(C(=C1)NC1=C(C(=O)NC)C=CC=C1)C(F)(F)F